(S)-3-methyl-8-(6-(1-methylcyclopropyl)pyridin-3-yl)-6-oxo-3,4-dihydro-2H,6H-pyrimido[2,1-b][1,3]thiazine-7-carbonitrile C[C@H]1CN2C(SC1)=NC(=C(C2=O)C#N)C=2C=NC(=CC2)C2(CC2)C